CC1(C2=CC=CC=C2C=2C=CC(=CC12)C(=O)O)C 9,9-dimethylfluorene-2-carboxylic acid